4-Amino-3,5-dichloro-6-fluoro-pyridine-2-oxyacetic acid NC1=C(C(=NC(=C1Cl)F)OCC(=O)O)Cl